butyl (cis-3-amino-1-methylcyclobutyl)carbamate NC1CC(C1)(C)NC(OCCCC)=O